6-hydroxy-3-iodo-1-methyl-2-(3-(2-oxo-2-((3-(trifluoromethoxy)phenyl)amino)acetamido)phenyl)-1H-indole-5-carboxylic acid OC1=C(C=C2C(=C(N(C2=C1)C)C1=CC(=CC=C1)NC(C(NC1=CC(=CC=C1)OC(F)(F)F)=O)=O)I)C(=O)O